C(CCC)C1CCCCC1 4-butylcyclohexane